3-(2-aminoethyl)-3-aminopropylmethyldiethoxysilane NCCC(CC[Si](OCC)(OCC)C)N